4-((1-((2,4-Dichlorophenyl)sulfonyl)-3-(((tetrahydro-2H-pyran-4-yl)amino)methyl)azetidin-3-yl)methoxy)-2-fluorobenzonitrile hydrochloride Cl.ClC1=C(C=CC(=C1)Cl)S(=O)(=O)N1CC(C1)(CNC1CCOCC1)COC1=CC(=C(C#N)C=C1)F